S1C(=CC=C1)/C=C/C1=CC=NN1COCC(COCN1N=C(C=C1)\C=C\C=1SC=CC1)COCN1N=C(C=C1)\C=C\C=1SC=CC1 1,1'-(((2-(((5-((E)-2-(thiophen-2-yl)vinyl)-1H-pyrazol-1-yl)methoxy)methyl)propane-1,3-diyl)bis(oxy))bis(methylene))bis(3-((E)-2-(thiophen-2-yl)vinyl)-1H-pyrazole)